O1C(OCC1)C=1SC=C(N1)C 2-(1,3-Dioxolan-2-yl)-4-methylthiazole